(12aR)-9-bromo-10-fluoro-8-iodo-3,4,12,12a-tetrahydro-6H-pyrazino[2,1-c][1,4]benzooxazepine-2(1H)-carboxylic acid tert-butyl ester C(C)(C)(C)OC(=O)N1C[C@@H]2COC3=C(CN2CC1)C=C(C(=C3F)Br)I